BrC1=CC(=CC2=C1C=C(S2)C2=CCCNC2)C(=O)OC methyl 4-bromo-2-(1,2,3,6-tetrahydropyridin-5-yl)benzothiophene-6-carboxylate